[Li+].ClC1=C(C=CC(=C1F)F)C1C(=C(NC(=N1)C=1SC=CN1)C1CCN(CC1)C1=CN=C(S1)C(=O)[O-])C(=O)OCC 5-(4-(6-(2-Chloro-3,4-difluorophenyl)-5-(ethoxycarbonyl)-2-(thiazol-2-yl)-3,6-dihydropyrimidin-4-yl)piperidin-1-yl)thiazole-2-carboxylate lithium salt